C(C)(=O)ONC(=N)C=1C=C(SC1)[C@@H](C)NC(=O)[C@H]1N(C[C@H](C1)COC)C(CNC(C1=CC=C(C=C1)OC1=CC=CC=C1)=O)=O (2S,4S)-N-((R)-1-(4-(N-acetoxycarbamimidoyl)thiophen-2-yl)ethyl)-4-(methoxymethyl)-1-((4-phenoxybenzoyl)glycyl)pyrrolidine-2-carboxamide